16α-(4-methoxybenzylamino)-17β-(1-hydroxy-1-methyl-ethyl)androsta-5-en-3β-ol COC1=CC=C(CN[C@H]2[C@@H]([C@]3(C)[C@@H](C2)[C@@H]2CC=C4C[C@H](CC[C@]4(C)[C@H]2CC3)O)C(C)(C)O)C=C1